7-((6-(difluoromethoxy)-2-methylpyridin-3-yl)sulfonyl)-7-azaspiro[3.5]nonan-2-one FC(OC1=CC=C(C(=N1)C)S(=O)(=O)N1CCC2(CC(C2)=O)CC1)F